1-(2-(2-benzyloxazol-4-yl)-2-oxoethyl)-5-vinylpyridin-2(1H)-one C(C1=CC=CC=C1)C=1OC=C(N1)C(CN1C(C=CC(=C1)C=C)=O)=O